[Na].[Na].C(CCC(=O)O)(=O)O succinic acid di-sodium